di-n-butylmethylene(cyclopentadienyl)(2,7-dimethyl-3,6-diphenyl-butylfluorenyl)zirconium dichloride [Cl-].[Cl-].C(CCC)C(CCCC)=[Zr+2](C1=C(C=CC=2C3=CC(=C(C=C3CC12)C)C1=CC=CC=C1)CC(C(C)C1=CC=CC=C1)C)C1C=CC=C1